5-tributylstannylthiophene-2-carbonitrile C(CCC)[Sn](C1=CC=C(S1)C#N)(CCCC)CCCC